4-methyltrityl chloride CC1=CC=C(C(C2=CC=CC=C2)(C2=CC=CC=C2)Cl)C=C1